furo[3,2-C]quinoline O1C=CC=2C=NC=3C=CC=CC3C21